N1=C2C(=NC=C1)NC(=C2C=2SC=C(N2)C=2C=C(C=CC2)[C@]2(CCN1C2=NC=C1)O)[2H] (S)-7-(3-(2-(5H-pyrrolo[2,3-b]pyrazin-7-yl-6-d)thiazol-4-yl)phenyl)-6,7-dihydro-5H-pyrrolo[1,2-a]imidazol-7-ol